4-(aminomethyl)bicyclo[2.2.1]Heptane-1-carboxylic acid methyl ester COC(=O)C12CCC(CC1)(C2)CN